ClC1=C(C=C(OCC(=O)NC23C(CC(CC2)(CC3)C=3OC(=NN3)C3CC(C3)OC(F)(F)F)O)C=C1)F 2-(4-chloro-3-fluorophenoxy)-N-(2-hydroxy-4-{5-[(1s,3s)-3-(trifluoromethoxy)cyclobutyl]-1,3,4-oxadiazol-2-yl}bicyclo[2.2.2]oct-1-yl)acetamide